6-benzyl 5-(tert-butyl) (S)-5-azaspiro[2.4]heptane-5,6-dicarboxylate C1CC12CN([C@@H](C2)C(=O)OCC2=CC=CC=C2)C(=O)OC(C)(C)C